CN1C[C@@H](CC1)OC1=CC(=NC=C1)[Sn](C)(C)C (R)-4-((1-methylpyrrolidin-3-yl)oxy)-2-(trimethylstannyl)pyridine